C(\C=C\C(=O)O)(=O)O.C(C1=CC=CC=C1)OC=1C=C2C=CN(C2=CC1)CCN(C)C 2-(5-(benzyloxy)-1H-indol-1-yl)-N,N-dimethylethan-1-amine fumarate salt